5-((1-(Indol-2-yl)-2-oxo-1,2-dihydropyridin-3-yl)amino)-N-((1R,2R)-2-methoxycyclobutyl)-7-(methylamino)pyrazolo[1,5-a]pyrimidine-3-carboxamide N1C(=CC2=CC=CC=C12)N1C(C(=CC=C1)NC1=NC=2N(C(=C1)NC)N=CC2C(=O)N[C@H]2[C@@H](CC2)OC)=O